3-(3-(4-chloro-3-(trifluoromethyl)phenyl)ureido)-2,3,4,9-tetrahydro-1H-carbazole-6-carboxylic acid ClC1=C(C=C(C=C1)NC(NC1CCC=2NC3=CC=C(C=C3C2C1)C(=O)O)=O)C(F)(F)F